4-Chloro-3-(6-imidazol-1-yl-4-methyl-pyridin-3-yl)-N-(2-methoxy-6-methyl-phenyl)-N-methyl-benzamide ClC1=C(C=C(C(=O)N(C)C2=C(C=CC=C2C)OC)C=C1)C=1C=NC(=CC1C)N1C=NC=C1